CSCC([C@H](N)C(=O)O)C 4-(methylsulfanyl)valine